BrC1=CC(=NC=C1)NC(CCNCCCNC(C)=O)=O N-(4-bromopyridin-2-yl)-3-[(3-acetamidopropyl)amino]propanamide